O(C1=CC=CC=C1)CCN(CCC(C(=O)O)NC(=O)N1CCCCC1)CCCCC1=NC=2NCCCC2C=C1 4-[2-phenoxyethyl-[4-(5,6,7,8-tetrahydro-1,8-naphthyridin-2-yl)butyl]amino]-2-(piperidine-1-carbonylamino)butanoic acid